2-chloro-5-oxo-7-phenylethyl-7,8-dihydro-1,6-naphthyridin-6(5H)-carboxylate ClC1=NC=2CC(N(C(C2C=C1)=O)C(=O)[O-])CCC1=CC=CC=C1